FC(C=1C(=CC=2N(N1)C(=CN2)C2=CC=CC(=N2)N[C@H]2CN(C[C@@H]2F)C(=O)OC(C)(C)C)OC)F (3S,4S)-tert-butyl 3-((6-(6-(difluoromethyl)-7-methoxyimidazo[1,2-b]pyridazin-3-yl)pyridin-2-yl)amino)-4-fluoropyrrolidine-1-carboxylate